Benzyl ((1-(4-((diphenylmethylene)amino)pyridin-2-yl)cyclopropyl)(methyl)(oxo)-λ6-sulfanylidene)carbamate C1(=CC=CC=C1)C(C1=CC=CC=C1)=NC1=CC(=NC=C1)C1(CC1)S(=O)(C)=NC(OCC1=CC=CC=C1)=O